N[C@H](C(=O)N[C@H]1CC[C@@]2([C@H]3CC[C@@]4([C@H](CC[C@@]4([C@@H]3CC[C@@H]2C1)O)C=1C=CC(OC1)=O)C)C)CC(=O)N (S)-2-amino-N1-((3S,5R,8R,9S,10S,13R,14S,17R)-14-hydroxy-10,13-dimethyl-17-(2-oxo-2H-pyran-5-yl)hexadecahydro-1H-cyclopenta[a]phenanthren-3-yl)succinamide